CC=1C=NOC1[C@]1(NC(NC1=O)=O)CNC(=O)C=1C(=CC=CC1)C1=CC=C(C=C1)C(F)(F)F |r| rac-N-{[4-(4-methyl-1,2-oxazol-5-yl)-2,5-dioxoimidazolidin-4-yl]methyl}-4'-(trifluoromethyl)[biphenyl]-2-carboxamide